ClC1=CC(=CC(=N1)C=1C=C(C=CC1)NC(C=C)=O)CC=1C=NC=CC1 N-(3-(6-chloro-4-(pyridin-3-ylmethyl)pyridin-2-yl)phenyl)acrylamide